3-(4-(1-(3-(1,1-difluoro-2-hydroxy-2-methylpropyl)-2-fluorophenyl)ethyl)-6-(2-Methoxyethoxy)-2-methylquinazolin-7-yl)azetidine-1-carboxylate FC(C(C)(C)O)(F)C=1C(=C(C=CC1)C(C)C1=NC(=NC2=CC(=C(C=C12)OCCOC)C1CN(C1)C(=O)[O-])C)F